BrC=1C=C(C=C(C1)NC(=O)OC(C)(C)C)C(C(=O)OCC)(F)F ethyl 2-(3-bromo-5-((tert-butoxycarbonyl) amino) phenyl)-2,2-difluoroacetate